ClC1=NC=C(C=C1C(CC(=O)O)(F)F)C(F)(F)F 2-chloro-β,β-difluoro-5-(trifluoromethyl)-3-pyridinepropanoic acid